CC1C(CCC(=C1)C)C=O 2,4-dimethyl-3-cyclohexene-1-carbaldehyde